1-vinyl-3-n-butylimidazole bis(trifluoromethylsulfonyl)imide salt [N-](S(=O)(=O)C(F)(F)F)S(=O)(=O)C(F)(F)F.C(=C)N1CN(C=C1)CCCC